FC=1C=CC(=NC1)C1=NN2C(COCC(C2)(O)C)=C1 2-(5-Fluoropyridin-2-yl)-7-methyl-7,8-dihydro-4H,6H-pyrazolo[5,1-c][1,4]oxazepin-7-ol